5'-(((1S,2S,4R)-rel-2-amino-7-azabicyclo[2.2.1]heptan-7-yl)methyl)-2'',3-difluoro-4''-methyl-[1,1':2',1''-terphenyl]-4-carbonitrile N[C@@H]1[C@@H]2CC[C@H](C1)N2CC2=CC=C(C(=C2)C2=CC(=C(C=C2)C#N)F)C2=C(C=C(C=C2)C)F |o1:1,2,5|